NC=1C2=C(N=CN1)N(C(=C2C2=CC=C(C=C2)OC2=NC=C(C=N2)CO)C2=CC=C(C=C2)NC(C(=C)C)=O)C N-(4-(4-amino-5-(4-(5-(hydroxymethyl)pyrimidin-2-yloxy)phenyl)-7-methyl-7H-pyrrolo[2,3-d]pyrimidin-6-yl)phenyl)methacrylamide